1-[7-(1-methyl-1H-pyrazol-4-yl)-2,3-dihydro-benzo[1,4]Oxazin-4-yl]Methyl-isoquinoline-3-carboxylate CN1N=CC(=C1)C1=CC2=C(N(CCO2)CC2=NC(=CC3=CC=CC=C23)C(=O)[O-])C=C1